5-chloro-2-cyclopropoxyaniline ClC=1C=CC(=C(N)C1)OC1CC1